(1R,2R)-N-(7-chloro-6-(1-((3S,4S)-4-hydroxy-3-methyltetrahydrofuran-3-yl)piperidin-4-yl)isoquinolin-3-yl)-2-(1-methyl-1H-pyrazol-3-yl)cyclopropane-1-carboxamide ClC1=C(C=C2C=C(N=CC2=C1)NC(=O)[C@H]1[C@@H](C1)C1=NN(C=C1)C)C1CCN(CC1)[C@]1(COC[C@H]1O)C